Dilithium dimethyl(2-methyl-4-(naphthalen-1-yl)-1,5,6,7-tetrahydro-s-indacen-1-yl)(2,3,4,5-tetramethylcyclopenta-2,4-dien-1-yl)silane C[Si](C1C(=C(C(=C1C)C)C)C)(C1C(=CC2=C(C=3CCCC3C=C12)C1=CC=CC2=CC=CC=C12)C)C.[Li].[Li]